C1(CC1)C=1N=CC=2N(C1[C@H](C=1N=NN(C1)C1=CC(=C(OCC(C)(O)C)C=C1)F)O)C=NC2 1-(4-{4-[(R)-(6-Cyclopropyl-imidazo[1,5-a]pyrazin-5-yl)-hydroxy-methyl]-[1,2,3]triazol-1-yl}-2-fluoro-phenoxy)-2-methyl-propan-2-ol